4-cyclopropyl-2-fluoro-5-(trifluoromethyl)benzoic acid C1(CC1)C1=CC(=C(C(=O)O)C=C1C(F)(F)F)F